C(C)(C)C1=CC=C(C=C1)CC(C)(C)NC(=O)C=1C=C2C(=NC1)N(C=C2)C N-(1-(4-isopropylphenyl)-2-methylpropan-2-yl)-1-methyl-1H-pyrrolo[2,3-b]pyridine-5-carboxamide